C(CCCCCCC)CC(=O)O.C(CCCCCCC)OC(C)=O.C1(CC1)CN1C(=CC=2C=CC=3C=CNC3C21)C2=NC1=C(N2C)C(=CC(=C1)C=O)F [2-[1-(cyclopropylmethyl)-8H-pyrrolo[3,2-g]indol-2-yl]-7-fluoro-1-methyl-benzoimidazol-5-yl]methanone octyl-acetate (octyl-acetate)